3,3'-[phenazine-7,8-diylbis(oxy)]di(propane-1-sulfonic acid) C1=CC=CC2=NC3=CC(=C(C=C3N=C12)OCCCS(=O)(=O)O)OCCCS(=O)(=O)O